BrC=1N=CC(=NC1)N1CCC2(CC1)OC1=C([C@H]2NC(OC(C)(C)C)=O)C=CC=C1 tert-Butyl (R)-(1'-(5-bromopyrazin-2-yl)-3H-spiro[benzofuran-2,4'-piperidin]-3-yl)carbamate